Cyclopropyl-(5H-imidazo[5,1-a]isoindol-5-yl)methanol C1(CC1)C(O)C1N2C(C3=CC=CC=C13)=CN=C2